FC(F)O[Si]([O-])([O-])[O-].CN(C)[SH2+].CN(C)[SH2+].CN(C)[SH2+] (dimethylamino)sulfonium difluoromethyl-silicate